N12C(CCN=C2NCCC1)C1=C(C=CC(=C1)[N+](=O)[O-])C(C(=O)[O-])=O 1,5,7-triazabicyclo[4.4.0]dec-5-enyl-4-nitrophenylglyoxylate